(1-methoxycyclobutyl)-4,8-dimethyl-2-(((1-(3,4,5-trifluorobenzyl)-1H-pyrazol-4-yl)methyl)amino)-7,8-dihydropteridin-6(5H)-one COC1(CCC1)N1C=2C(=NC(=NC2N(CC1=O)C)NCC=1C=NN(C1)CC1=CC(=C(C(=C1)F)F)F)C